CC(C)C(C(C)C)O 2,4-dimethyl-3-pentanol